[(2R,5R)-5-methylpiperazin-2-yl]methanethiol C[C@H]1NC[C@@H](NC1)CS